2-(3-chloro-4-(9-((4,5-dimethylthiazol-2-yl)methyl)-6-(1-methylcyclopropoxy)-9H-purin-8-yl)phenyl)acetamide ClC=1C=C(C=CC1C=1N(C2=NC=NC(=C2N1)OC1(CC1)C)CC=1SC(=C(N1)C)C)CC(=O)N